COCCN(C1=CC=C2C(=C(C(N(C2=C1)C)=O)C#N)N1CCC2(CCN(C2)C2=CC(=CC=C2)OC(F)(F)F)CC1)C 7-[(2-Methoxyethyl)(methyl)amino]-1-methyl-2-oxo-4-{2-[3-(trifluoromethoxy)phenyl]-2,8-diazaspiro[4.5]dec-8-yl}-1,2-dihydroquinoline-3-carbonitrile